Trans-4-((6-methylpyridin-3-yl)oxy)-cyclohexanecarboxylic acid hydrazide CC1=CC=C(C=N1)O[C@@H]1CC[C@H](CC1)C(=O)NN